C(C)(C)N(P(O)(CCC#N)O[C@H]1[C@H]([C@@H](O[C@@H]1CO)N1C(=O)N=C(N)C=C1)O)C(C)C cytidine 3'-O-(N,N'-diisopropyl-2-cyanoethylphosphoramidite)